tert-butyl 4-(4-((5-((phenoxycarbonyl)amino)-2-(pyridin-4-yl)phenyl)ethynyl)phenyl)piperidine-1-carboxylate O(C1=CC=CC=C1)C(=O)NC=1C=CC(=C(C1)C#CC1=CC=C(C=C1)C1CCN(CC1)C(=O)OC(C)(C)C)C1=CC=NC=C1